BrC1=CC=CC(=N1)C(CO[Si](C)(C)C(C)(C)C)=O 1-(6-bromopyridin-2-yl)-2-((tert-butyldimethylsilyl)oxy)ethan-1-one